5-(9H-carbazole-9-ylcarbonyloxy)-3-pyridinyl 9H-carbazole-9-carboxylate C1=CC=CC=2C3=CC=CC=C3N(C12)C(=O)OC=1C=NC=C(C1)OC(=O)N1C2=CC=CC=C2C=2C=CC=CC12